4-(diphenyl-amino)phenylboric acid C1(=CC=CC=C1)N(C1=CC=C(C=C1)OB(O)O)C1=CC=CC=C1